N1(CCCCC1)CCOCCSSCCO 2-((2-(2-(Piperidin-1-yl)ethoxy)ethyl)disulfaneyl)ethan-1-ol